(2-ethylthiazol-4-yl)methanol C(C)C=1SC=C(N1)CO